β-D-Fructosyl-α-D-glucose OC[C@@]1([C@@H](O)[C@H](O)[C@H](O1)CO)[C@@]1(O)[C@H](O)[C@@H](O)[C@H](O)[C@H](O1)CO